ClC=1C=CC2=C(N(C=3N=C(C=CC3C2=O)N(C)C2CC(C2)(F)F)CC(=O)[O-])C1SC.[Na+] sodium 2-(8-chloro-2-((3,3-difluorocyclobutyl)(methyl)amino)-9-(methylthio)-5-oxobenzo[b][1,8]naphthyridin-10(5H)-yl)acetate